C(C)(=O)NC1=CC(=C(N1)C(=O)NC)O[C@@H](C)C1=C(C=CC=C1)F (S)-5-acetamido-3-(1-(2-fluorophenyl)ethoxy)-N-methyl-1H-pyrrole-2-carboxamide